O(C)C1=C(C=CC=C1)N(C(=O)N1C[C@H](N(CC1)C(=O)N1C2=C(CC(C3=C1C=CC=C3)=O)C=CC=C2)C(=O)O)C2=C(C=CC=C2)OC (S)-4-(bis(2-methoxylphenyl)carbamoyl)-1-(10-oxo-10,11-dihydro-5H-dibenzo[b,f]azepine-5-carbonyl)piperazine-2-carboxylic acid